C(=O)O.O=C1NC2=CC(=CC=C2C(N1)=O)CN1CCN(CC1)C=1C=CC(=NC1)C(=O)NC 5-(4-((2,4-dioxo-1,2,3,4-tetrahydroquinazolin-7-yl)methyl)piperazin-1-yl)-N-methylpicolinamide formate